NC1=C(C=C(C=N1)C1=CC=C(C=C1)C(=O)N1C[C@@H](CCC1)CNC1CC1)OCC1=C(C=CC=C1Cl)Cl {4-[6-amino-5-(2,6-dichloro-benzyloxy)-pyridin-3-yl]-phenyl}-[(3S)-3-cyclopropylaminomethyl-piperidin-1-yl]-methanone